C1(=CC=CC=C1)C1=NC(=CC(=C1)C1=C(C(=C(C(=C1N1C2=CC=CC=C2C=2C=C(C=CC12)C)C1=NC2=C(N1C1=CC=CC=C1)C=CC=C2)N2C1=CC=CC=C1C=1C=C(C=CC21)C)N2C1=CC=CC=C1C=1C=C(C=CC21)C)N2C1=CC=CC=C1C=1C=C(C=CC21)C)C2=CC=CC=C2 9,9',9'',9'''-(4-(2,6-diphenylpyridin-4-yl)-6-(1-phenyl-1H-benzo[d]imidazol-2-yl)benzene-1,2,3,5-tetrayl)tetrakis(3-methyl-9H-carbazole)